4-[1-(difluoromethyl)pyrazol-4-yl]benzoic acid FC(N1N=CC(=C1)C1=CC=C(C(=O)O)C=C1)F